C(C=C)(=O)N1[C@@H](C[C@H](C1)NC(C(C)N1C(C(=CC=C1)NC(C1=CC(=C(C=C1)N)Cl)=O)=O)=O)C(=O)OCC Ethyl (2S,4R)-1-acryloyl-4-(2-(3-(4-amino-3-chlorobenzamido)-2-oxopyridin-1(2H)-yl)propanamido)pyrrolidine-2-carboxylate